C(C(C)C)(=O)O.CC(CO)(C(C(C)C)O)C (l)-2,2,4-trimethyl-1,3-pentanediol monoisobutyrate